2-[((1-methylethyl))thio]-ethanol CC(C)SCCO